(5-(2-bromophenyl)-5-oxo-2-(trifluoromethyl)pentyl)carbamic acid tert-butyl ester C(C)(C)(C)OC(NCC(CCC(=O)C1=C(C=CC=C1)Br)C(F)(F)F)=O